1-(8-fluoro-7-(8-fluoronaphthalen-1-yl)-2-((hexahydro-1H-pyrrolizin-7a-yl)methoxy)pyrido[4,3-d]pyrimidin-4-yl)azepan-4-carbonitrile FC1=C(N=CC2=C1N=C(N=C2N2CCC(CCC2)C#N)OCC21CCCN1CCC2)C2=CC=CC1=CC=CC(=C21)F